(Rac)-2-(azepan-4-yl)-1,3-benzoxazole N1CC[C@@H](CCC1)C=1OC2=C(N1)C=CC=C2 |r|